4-{1-[2-Amino-4-(trifluoromethoxy)benzoyl]piperidin-4-yl}-7-[(3S)-3-fluoropyrrolidin-1-yl]pyrido[2,3-b]pyrazin-3-one NC1=C(C(=O)N2CCC(CC2)N2C3=C(N=CC2=O)C=C(C=N3)N3C[C@H](CC3)F)C=CC(=C1)OC(F)(F)F